C(C)(C)(C)N(C(O)=O)C1=CC(=CC=C1)NC1C(NC(CC1)=O)=O.C(C)(C)OC=1C=CC(=NC1)C1=NSC(=N1)NC1=C(C(=O)N(C)C)C=C(C=N1)C(F)(F)F 2-(3-(5-isoprop-oxypyridin-2-yl)-1,2,4-thiadiazol-5-ylamino)-N,N-dimethyl-5-(trifluoromethyl)nicotinamide tert-Butyl-(3-((2,6-dioxopiperidin-3-yl)amino)phenyl)carbamate